(3r,4r)-4-amino-1-(5-(2-methoxy-6-methylpyridin-3-yl)imidazo[2,1-b][1,3,4]thiadiazol-2-yl)-4-methylpiperidin-3-ol N[C@]1([C@@H](CN(CC1)C1=NN2C(S1)=NC=C2C=2C(=NC(=CC2)C)OC)O)C